methyl (S)-3-(4-((2-(2-(hydroxymethyl) pyrrolidin-1-yl) pyrrolo[2,1-f][1,2,4]triazin-4-yl) amino)-1H-imidazol-1-yl)-5-methoxybenzoate OC[C@H]1N(CCC1)C1=NN2C(C(=N1)NC=1N=CN(C1)C=1C=C(C(=O)OC)C=C(C1)OC)=CC=C2